CC=1N(C=2N(C(C1C=C)=O)N=C(C2N2CCCCC2)C2=CC=CC=C2)COCC[Si](C)(C)C 5-methyl-2-phenyl-3-(piperidin-1-yl)-4-((2-(trimethylsilyl)ethoxy)methyl)-6-vinylpyrazolo[1,5-a]pyrimidin-7(4H)-one